2-methoxy-5-(2-(5-methyl-2-(1H-thieno[3,2-c]pyrazol-5-yl)piperidin-1-yl)-2-oxoacetamido)nicotinamide COC1=C(C(=O)N)C=C(C=N1)NC(C(=O)N1C(CCC(C1)C)C1=CC=2NN=CC2S1)=O